(E)-4-(5-chloro-2-methylphenyl)-2,4,7-trimethyloct-2,6-dienal ClC=1C=CC(=C(C1)C(/C=C(/C=O)\C)(CC=C(C)C)C)C